4-[9-[4-(4-nitrophenyl)piperazin-1-yl]-3-azaspiro[5.5]undecan-3-yl]benzoic acid [N+](=O)([O-])C1=CC=C(C=C1)N1CCN(CC1)C1CCC2(CCN(CC2)C2=CC=C(C(=O)O)C=C2)CC1